N(C1=CC=CC=C1)C1=C(NC(CC[C@@H](C(=O)OC)NC(=O)OC(C)(C)C)=O)C=C(C=C1)[N+](=O)[O-] Methyl (2S)-5-(2-anilino-5-nitro-anilino)-2-(tert-butoxycarbonylamino)-5-oxo-pentanoate